FC(C(C)(O)C)(CC[C@@H](C)[C@H]1CC[C@H]2/C(/CCC[C@]12C)=C/CN1N=NN=C1C1=CC=C(C=C1)Cl)F (6R)-3,3-Difluoro-6-[(1R,3aS,7aR,E)-4-{2-[5-(4-chlorophenyl)-1H-tetrazol-1-yl]ethylidene}-7a-methyloctahydro-1H-inden-1-yl]-2-methylheptan-2-ol